5-bromo-2-chloro-N-methylpyrrolo[2,1-f][1,2,4]triazin-4-amine BrC=1C=CN2N=C(N=C(C21)NC)Cl